(2S,6R)-4-(3-(1,3-dimethyl-1H-indazol-5-yl)imidazo[1,2-b]pyridazin-6-yl)-2,6-dimethylmorpholine CN1N=C(C2=CC(=CC=C12)C1=CN=C2N1N=C(C=C2)N2C[C@@H](O[C@@H](C2)C)C)C